S1C=C(C=C1)C(=O)NC=1C=C2C(=CNC2=CC1)C=1CCN(CC1)CC(C)C 5-(3-thienoyl)amino-3-(1-isobutyl-1,2,3,6-tetrahydropyridin-4-yl)-1H-indole